CCCCCCCCCCCCCCCCCCCCCCCC[C@H]([C@@H](CCCCCCCCCCCCCCCC[C@@H]1C[C@@H]1[C@H](C)CCCCCCCCCCCCCCCCCCC(=O)C(C)CCCCCCCCCCCCCCCCCC)O)C(=O)O The molecule is a chiral mycolic acid analogue comprising 3-hydroxypropanoic acid having a tetracosanyl group at position 2 and a further long-chain alkyl group containing cyclopropyl and keto functions attached at position 3.